OCCN1CCN(CC1)C1=CC(=NC=2N1N=C(C2C2=CC=C(C=C2)CCCCCCCCNC(OC(C)(C)C)=O)C)C2=CC=CC=C2 Tert-butyl (8-(4-(7-(4-(2-hydroxyethyl)piperazin-1-yl)-2-methyl-5-phenylpyrazolo[1,5-a]pyrimidin-3-yl)phenyl)octyl)carbamate